C(C)(C)(C)OC(N(CC1(CC1)C)[C@H]1CN(CCC1)C=1C=NC(=CC1)C1(COC1)C=1SC(=NN1)C=1C=NC=C(C1)C1CC1)=O.CC(C(=O)N)(CCCCCCCC)C Dimethyl-decanamide tert-butyl-(R)-(1-(6-(3-(5-(5-cyclopropylpyridin-3-yl)-1,3,4-thiadiazol-2-yl)oxetan-3-yl)pyridin-3-yl)piperidin-3-yl)((1-methylcyclopropyl)methyl)carbamate